CN1C(C(=CC(=C1)B1OC(C(O1)(C)C)(C)C)NC1=NC=C(C=C1)N1CCN(CC1)C1COC1)=O 1-methyl-3-(5-(4-(oxetan-3-yl)piperazin-1-yl)pyridin-2-ylamino)-5-(4,4,5,5-tetramethyl-1,3,2-dioxaborolan-2-yl)pyridin-2(1H)-one